[Br-].C(C(=C)C)(=O)OC(CN1CC=C(C=C1)C1=CC=NC=C1)CCCCCC 1-(2-(methacryloyloxy)octyl)-4,4'-bipyridine bromide